2-(2-((tert-butyldimethylsilyl)oxy)ethyl)benzaldehyde [Si](C)(C)(C(C)(C)C)OCCC1=C(C=O)C=CC=C1